COC(=O)C=1C=NC(=C(C1)Cl)Br.ClC=1C(=NC=C(C1)C(=O)OC)C=1CCN(CC1)CC(F)(F)F methyl 3-chloro-1'-(2,2,2-trifluoroethyl)-3',6'-dihydro-2'H-[2,4'-bipyridine]-5-carboxylate Methyl-6-bromo-5-chloropyridine-3-carboxylate